[Cl-].C(C1=CC=CC=C1)[N+](C(C)C)(C)CCCCCCCCCCCC benzyl-dimethyl-dodecyl-dimethyl-ammonium chloride